2-[3-(5-chloro-2-fluoro-phenyl)-1H-pyrazol-4-yl]-7-(2,4,5,6-tetrahydropyrrolo[2,3-c]pyrazol-3-yl)-1,5-naphthyridine ClC=1C=CC(=C(C1)C1=NNC=C1C1=NC2=CC(=CN=C2C=C1)C1=C2C(=NN1)NCC2)F